C(C(O)C)(=O)SCCNC(CCNC([C@@H](C(COP(OP(OC[C@@H]1[C@H]([C@H]([C@@H](O1)N1C=NC=2C(N)=NC=NC12)O)OP(=O)(O)O)(=O)O)(=O)O)(C)C)O)=O)=O Lactyl-CoA